3-((1-(7-methyl-4-oxo-2-(piperidin-1-yl)-4H-pyrido[1,2-a]pyrimidin-9-yl)ethyl)amino)propanoic acid CC=1C=C(C=2N(C(C=C(N2)N2CCCCC2)=O)C1)C(C)NCCC(=O)O